4-hydroxypropylamino-1-(2,4-dimethylphenyl)-1H-pyrazolo[3,4-d]pyrimidine OCCCNC1=C2C(=NC=N1)N(N=C2)C2=C(C=C(C=C2)C)C